N-methyl-7-(2-methylpyridin-4-yl)-N-(2,2,6,6-tetramethylpiperidin-4-yl)-5H-isochromeno[3,4-d]thiazol-2-amine CN(C=1SC2=C(N1)OCC=1C=C(C=CC12)C1=CC(=NC=C1)C)C1CC(NC(C1)(C)C)(C)C